ClC=1C=C(CC2=CN=C(S2)C2=C(C(=O)N)C=CC(=C2)C)C=CC1 (5-(3-chlorobenzyl)thiazole-2-yl)-4-methylbenzamide